benzoinbisformamidine C1(=C(C(=CC=C1)C(=N)N)C(=N)N)C(=O)C(O)C1=CC=CC=C1